C1(=CC=CC=C1)C1=CC=C(C=C1)C1=NN(C(C1)C1=CC=CC=C1)C1=CC=CC=C1 3-(4-phenylphenyl)-1,5-diphenyl-4,5-dihydro-1H-pyrazole